CC1(CC(C1)NC1=NN2C(C=N1)=C(C=C2)C=2C=NC=1N(C2)C(=CN1)C)NC 1,N1-dimethyl-N3-(5-(3-methylimidazo[1,2-a]pyrimidin-6-yl)pyrrolo[2,1-f][1,2,4]triazin-2-yl)cyclobutane-1,3-diamine